dichloroboran ClBCl